ClC=1C=C(CNC2=CC(OC3=C2C=C(C=C3)[N+](=O)[O-])=O)C=CC1 4-((3-chlorobenzyl)amino)-6-nitro-2H-benzopyran-2-one